(3R,4R) and (3S,4S)-4-(2-amino-6-cyanoquinazolin-7-yl)-3-fluoropiperidine-1-carboxylic acid tert-butyl ester C(C)(C)(C)OC(=O)N1C[C@@H]([C@H](CC1)C1=C(C=C2C=NC(=NC2=C1)N)C#N)F |r|